N-[5-(2,6-dichlorophenyl)-1H-indazol-3-yl]-1-methylpiperidine-4-carboxamide ClC1=C(C(=CC=C1)Cl)C=1C=C2C(=NNC2=CC1)NC(=O)C1CCN(CC1)C